COC(C1=C(C(=C(C(=C1)CC1=C(C(=NC=C1)NS(=O)(=O)NC)F)F)F)NC1=C(C=C(C=C1)I)F)=O 3,4-difluoro-2-(2-fluoro-4-iodoanilino)-5-[[3-fluoro-2-(methylaminosulfonylamino)pyridin-4-yl]methyl]benzoic acid methyl ester